C(C)OC(=O)C1CCC2(CNC(O2)=O)CC1 (trans)-2-oxo-1-oxa-3-azaspiro[4.5]Decane-8-carboxylic acid ethyl ester